(S)-2-(tert-butyl-diphenyl-silanyloxy)-propionic acid (S)-1-[(S)-1-((S)-1-allyloxycarbonyl-ethoxycarbonyl)-ethoxycarbonyl]-ethyl ester C(C=C)OC(=O)[C@H](C)OC(=O)[C@H](C)OC(=O)[C@H](C)OC([C@H](C)O[Si](C1=CC=CC=C1)(C1=CC=CC=C1)C(C)(C)C)=O